N1N=CC(=C1)C=1SC=2C(N[C@@H](CN3C2C1CCC3)[C@H]3OCCCC3)=O (S)-2-(1H-pyrazol-4-yl)-7-((S)-tetrahydro-2H-pyran-2-yl)-4,5,7,8-tetrahydro-3H-1-thia-5a,8-diazabenzo[cd]azulen-9(6H)-one